C1C(C(OC2=CC(=CC(=C21)O)O)C3=CC(=C(C=C3)O)O)O (-)-cis-3,3',4',5,7-Pentahydroxyflavane